C(CCCCC(=O)O)(=O)O Hexandioic acid